Cl[Ru-4](=CC1=C(C=CC=C1)N=CC(=O)OCC)(=C1N(CCN1C1=C(C=C(C=C1C)C)C)C1=C(C=C(C=C1C)C)C)Cl dichloro(1,3-bis(2,4,6-trimethylphenyl)imidazolidin-2-ylidene){2-[(ethoxy-2-oxoethylidene)amino]benzylidene}ruthenium(II)